C1(CC1)C1=CC(=NN1)NC(CC=1C=NN(C1)C1=NC=CC(=C1)C)=O N-(5-cyclopropyl-1H-pyrazol-3-yl)-2-(1-(4-methylpyridin-2-yl)-1H-pyrazol-4-yl)acetamide